BrC1=CC=C(C=C1)N1C=CC(=C1)C1=CC=CC=C1 (4-bromophenyl)-4-phenyl-1H-pyrrole